7-(methoxy (methyl) amino)-7-oxoheptanoate CON(C(CCCCCC(=O)[O-])=O)C